N[C@@H]1[C@H](CCC[C@H]1N1C(=NC2=C1C=C(C=C2)C2=NNC=N2)C2=C(C=CC=C2)F)N2C(C1=CC(=CC=C1C2)Cl)=O 2-((1S,2S,3R)-2-amino-3-(2-(2-fluorophenyl)-6-(1H-1,2,4-triazol-3-yl)-1H-benzo[d]imidazol-1-yl)cyclohexyl)-6-chloroisoindolin-1-one